C(#N)[C@H](CC1=CC=C(C=C1)C=1C=CC2=C(N(C(O2)=O)C(C)C)C1)NC(=O)[C@H]1OCCCNC1 (2s)-N-[(1s)-1-Cyano-2-{4-[2-oxo-3-(propan-2-yl)-2,3-dihydro-1,3-benzoxazol-5-yl]phenyl}ethyl]-1,4-oxazepane-2-carboxamide